BrC1=CC=2C(=NN(N2)C2COC2)C=C1 5-bromo-2-(oxetan-3-yl)-2H-benzo[d][1,2,3]triazole